(E)-(2-methyl-4-sulfamoylbut-3-en-2-yl)carbamic acid tert-butyl ester C(C)(C)(C)OC(NC(C)(\C=C\S(N)(=O)=O)C)=O